ethyl 5-[(2S)-2-(tert-butoxycarbonylamino)propoxy]thiophene-3-carboxylate C(C)(C)(C)OC(=O)N[C@H](COC1=CC(=CS1)C(=O)OCC)C